(6-(4-aminopiperidin-1-yl)pyridin-3-yl)-6-(3,6-dihydro-2H-pyran-4-yl)pyrazolo[1,5-a]pyridine-3-carbonitrile NC1CCN(CC1)C1=CC=C(C=N1)C1=NN2C(C=CC(=C2)C=2CCOCC2)=C1C#N